vinyl-tetrahydroisoquinolyl-carbazolone C(=C)C1=C(C(C2=NC3=CC=CC=C3C2=C1)=O)C1NCCC2=CC=CC=C12